CC1=NN(C(=C1)C1=NSC=2C1=NC(=CC2N2N=C(N=C2)CO)N2[C@@H](COCC2)C)C2OCCCC2 (1-(3-(3-methyl-1-(tetrahydro-2H-pyran-2-yl)-1H-pyrazol-5-yl)-5-((R)-3-methylmorpholino)isothiazolo[4,5-b]pyridin-7-yl)-1H-1,2,4-triazol-3-yl)methanol